ClC1=C(OC(C(=O)O)C)C=CC=C1 (+)-2-(2-chlorophenoxy)propionic acid